methyl erucate C(CCCCCCCCCCC\C=C/CCCCCCCC)(=O)OC